5-(5-methoxy-3-pyridyl)-N-(tetrahydropyran-4-ylmethyl)imidazo[2,1-b][1,3,4]thiadiazol-2-amine COC=1C=C(C=NC1)C1=CN=C2SC(=NN21)NCC2CCOCC2